C1(CC1)S(=O)(=O)N1N=CC(=C1)C1=NC=CC(=N1)NC1=NC=C(C(=C1)N1CCC(CC1)O)C#CC1=NN(C=N1)C (2-((2-(1-(cyclopropylsulfonyl)-1H-pyrazol-4-yl)pyrimidin-4-yl)amino)-5-((1-methyl-1H-1,2,4-triazol-3-yl)ethynyl)pyridin-4-yl)piperidin-4-ol